4-n-propylcyclohexane-1,2-dicarboxylic acid, calcium salt [Ca+2].C(CC)C1CC(C(CC1)C(=O)[O-])C(=O)[O-]